C(C)OP(=O)(OCC)[O-] di-ethyl-phosphate